5,7-DIHYDROSPIRO[CYCLOPENTA[B]PYRIDIN-6,4'-PIPERIDIN]-5-AMIN N1CCC2(CC1)C(C=1C(=NC=CC1)C2)N